COC1=CC(=CC2=CN(N=C12)C1CCN(CC1)C(=O)OC(C)(C)C)B1OC(C(O1)(C)C)(C)C tert-butyl 4-(7-methoxy-5-(4,4,5,5-tetramethyl-1,3,2-dioxaborolan-2-yl)-2H-indazol-2-yl)piperidine-1-carboxylate